C1(=CC=CC2=CC3=CC=CC=C3C=C12)OB(O)O anthryl-boric acid